C(CCCCCCCCCCCCCCCCCCC(=O)N)CCCCCCCCCCCCCCCCCC(=O)N ethylene-bisstearamide